6-(2,6-dichloro-3,5-dimethoxyphenyl)-N-(3,3-difluorocyclopentyl)-2-(methylthio)pyrido[3,4-d]pyrimidine-8-amine ClC1=C(C(=C(C=C1OC)OC)Cl)C1=CC2=C(N=C(N=C2)SC)C(=N1)NC1CC(CC1)(F)F